1-((2S,3R,4S,5R,6R)-3,5-bis(benzyloxy)-6-((benzyloxy)methyl)-2-vinyltetrahydro-2H-pyran-4-yl)-4-(3,4,5-trifluorophenyl)-1H-1,2,3-triazole C(C1=CC=CC=C1)O[C@H]1[C@@H](O[C@@H]([C@@H]([C@H]1N1N=NC(=C1)C1=CC(=C(C(=C1)F)F)F)OCC1=CC=CC=C1)COCC1=CC=CC=C1)C=C